N3-(4-bromo-2-nitrophenyl)-2',4'-difluoro-[1,1'-biphenyl]-3,5-diamine methanesulfonate CS(=O)(=O)O.BrC1=CC(=C(C=C1)NC=1C=C(C=C(C1)N)C1=C(C=C(C=C1)F)F)[N+](=O)[O-]